3-acetyl-4-methyl-1,2-dihydroquinolin-2-one C(C)(=O)C=1C(NC2=CC=CC=C2C1C)=O